CC=1N=C2N(N=C(C=C2C)C=2N=C3N(C(C2)=O)C=C(C=C3)N3CCNC2(CC2)C3)C1 2-(2,8-dimethylimidazo[1,2-b]pyridazin-6-yl)-7-(4,7-diazaspiro[2.5]octan-7-yl)-4H-pyrido[1,2-a]pyrimidin-4-one